1,1'-(1,4-cyclohexandiyl)bis(1-methylpyrrolidinium) dichloride [Cl-].[Cl-].C1(CCC(CC1)[N+]1(CCCC1)C)[N+]1(CCCC1)C